1,2-bis(dibromomethyl)-4,5-dichlorobenzene BrC(C1=C(C=C(C(=C1)Cl)Cl)C(Br)Br)Br